C1(CC12CC2)[C@@H](C)O (1R)-1-{spiro[2.2]pentan-1-yl}ethan-1-ol